FC1=C(C(=CC=C1)C)C1=CC(=C2C=C(N=CC2=C1)N)N1CCC(CC1)NC 7-(2-fluoro-6-methyl-phenyl)-5-[4-(methylamino)-1-piperidyl]isoquinolin-3-amine